2-hydroxy-4-methylnicotinic acid methyl ester COC(C1=C(N=CC=C1C)O)=O